NC=1C=NN(C1)C1CCN(CC1)C(C(C)(C)C)=O (4-(4-amino-1H-pyrazol-1-yl)piperidin-1-yl)-2,2-dimethylpropane-1-one